C(CC=C)C1=CC=C(C=C1)C#CC1=CC(=C(C=C1)C#CC1=CC=C(C=C1)CC)Cl 4-((4-(but-3-enyl)phenyl)ethynyl)-2-chloro-1-((4-ethylphenyl)ethynyl)benzene